CSC=1C2=C(N=CN1)N(C1=C2N=CC=C1)[C@H]1[C@H](OC(C2=CC=CC=C2)=O)[C@H](OC(C2=CC=CC=C2)=O)[C@H](O1)COC(C1=CC=CC=C1)=O 4-(Methylsulfanyl)-9-(2,3,5-tri-O-benzoyl-β-D-ribofuranosyl)-9H-pyrido[2',3':4,5]pyrrolo[2,3-d]pyrimidine